COC(=O)C1=CC(=NC=C1OC1=CC=C(C=C1)OCCOC1CCOCC1)CN.C(C)(C)(C)OOC1(CC(CC(C1)C)(C)C)OOC(C)(C)C 1,1-bis(t-butylperoxy)-3,3,5-trimethylcyclohexane methyl-2-(aminomethyl)-5-[4-(2-tetrahydropyran-4-yloxyethoxy)phenoxy]pyridine-4-carboxylate